CC(C=C)CCCCCC 3-methyl-1-nonene